tert-butyl 5-(7-carbamoyl-5-iodo-2,3-dimethyl-1H-indol-4-yl)-3,4-dihydroisoquinoline-2(1H)-carboxylate C(N)(=O)C=1C=C(C(=C2C(=C(NC12)C)C)C1=C2CCN(CC2=CC=C1)C(=O)OC(C)(C)C)I